2-chloro-9,10-diethoxy-methyl-oxy-anthracene ClC1=C(C2=C(C3=CC=CC=C3C(=C2C=C1)OCC)OCC)OC